C(CCCCCCC\C=C/C\C=C/CCCCC)(=O)O[C@@H]1[C@H](C([C@H](C1)N1C=2N=C(NC(C2N=C1)=O)N)=C)CO[Si](C)(C)C(C)(C)C (9z,12z)-(1s,2r,4s)-4-(2-amino-6-oxo-1H-purin-9(6H)-yl)-2-(((tert-butyldimethylsilyl) oxy) methyl)-3-methylenecyclopentyl octadeca-9,12-dienoate